4-(4-(((2-(2,6-dioxopiperidin-3-yl)-1,3-dioxoisoindolin-4-yl)amino)methyl)-3-fluorobenzylpiperazin-1-yl)nicotinamide O=C1NC(CCC1N1C(C2=CC=CC(=C2C1=O)NCC1=C(C=C(CC2N(CCNC2)C2=CC=NC=C2C(=O)N)C=C1)F)=O)=O